1-[4-(1-Hydroxypropoxy)phenyl]-3-phenylprop-2-en OC(CC)OC1=CC=C(C=C1)CC=CC1=CC=CC=C1